FC=1C=C(C=C2C(=CC=NC12)C(C)(C)O)C1=NC(=NC=C1F)NC1=NC=C(C=C1)C1CNCC1 2-(8-fluoro-6-(5-fluoro-2-((5-(pyrrolidin-3-yl)pyridin-2-yl)amino)pyrimidin-4-yl)quinolin-4-yl)propan-2-ol